O6-[2,2-bis(hydroxymethyl)-3-[6-[(Z)-non-3-enoxy]-6-oxo-hexanoyl] oxypropyl] O1-[(Z)-non-3-enyl] hexanedioate C(CCCCC(=O)OCC(COC(CCCCC(=O)OCC\C=C/CCCCC)=O)(CO)CO)(=O)OCC\C=C/CCCCC